C(C)C1=NC(=CC=C1[C@@H]1CCC[C@H](O1)CC(=O)O)C=1N=NN(C1COC(N(CCC)C)=O)C |o1:8,12| 2-((2S,6S) or (2R,6R)-6-(2-ethyl-6-(1-methyl-5-(((methyl(propyl)carbamoyl)oxy)methyl)-1H-1,2,3-triazol-4-yl)pyridin-3-yl)tetrahydro-2H-pyran-2-yl)acetic acid